2'-Ethyl-4-(1-(5-fluoropyridinecarbonyl)pyrrolidin-3-yl)biphenyl-3-carbaldehyde C(C)C1=C(C=CC=C1)C1=CC(=C(C=C1)C1CN(CC1)C(=O)C1=NC=C(C=C1)F)C=O